1-(tert-Butyl) 2-methyl (4R)-2-(2-chloroethyl)-4-fluoropyrrolidine-1,2-dicarboxylate ClCCC1(N(C[C@@H](C1)F)C(=O)OC(C)(C)C)C(=O)OC